4-hydroxy-6-methylbenzenesulfonic acid OC1=CC=C(C(=C1)C)S(=O)(=O)O